6-chloro-N-[5-(2,2-difluoroethyl)-4,6-dimethoxy-pyrimidin-2-yl]-7-(dimethylamino)-1H-indole-3-sulfonic acid amide ClC1=CC=C2C(=CNC2=C1N(C)C)S(=O)(=O)NC1=NC(=C(C(=N1)OC)CC(F)F)OC